FC=1C=CC(=C(C1)CC(=O)OC(C)(C)C)NC(C1=CC(=C(C=C1)N1CCCCC1)NC(=O)OC1=CC=C(C=C1)[N+](=O)[O-])=O tert-butyl 2-(5-fluoro-2-(3-(((4-nitrophenoxy)carbonyl)amino)-4-(piperidin-1-yl)benzamido)phenyl)acetate